O.N[C@@H](CC(N)=O)C(=O)O asparagine monohydrate